CSCCC1C(NC(N1)=O)=O 5-[2-(methylthio)ethyl]imidazolidine-2,4-dione